2-(3-phenylpropyloxy)ethyl methacrylate C(C(=C)C)(=O)OCCOCCCC1=CC=CC=C1